CNCCCC[C@@H](C(=O)O)N The molecule is an L-lysine derivative that is L-lysine in which one of the hydrogens attached to N(6) is substituted by a methyl group. It is a L-lysine derivative and a non-proteinogenic L-alpha-amino acid. It is a conjugate base of a N(6)-methyl-L-lysinium(1+).